OC1(CC=C(C=C1)N)NC1=CC=CC=C1 p-hydroxyphenyl-p-phenylendiamin